COCCN1CCN(CC1)C1=NC=CC=C1C1=CC=NC(=N1)N 6-((4-(2-methoxyethyl)piperazin-1-yl)pyridin-3-yl)pyrimidin-2-amine